31,38-dioxo-2,5,8,11,14,17,20,23,26,29-decaoxa-32,39-diazatritetracontan-43-oic acid O=C(COCCOCCOCCOCCOCCOCCOCCOCCOCCOC)NCCCCCC(NCCCC(=O)O)=O